(-)-2-((5-(2-(1-((2-Amino-2-oxoethyl)amino)-4-methylpent-3-yl)-2,6-diazaspiro[3.4]oct-6-yl)-1,2,4-triazin-6-yl)oxy)-N-ethyl-5-fluoro-N-isopropylbenzamide NC(CNCCC(C(C)C)N1CC2(C1)CN(CC2)C=2N=CN=NC2OC2=C(C(=O)N(C(C)C)CC)C=C(C=C2)F)=O